C1=C(C=CC2=CC=CC=C12)C(C)C(=O)C(C)C1=CC2=CC=CC=C2C=C1 1-(2-naphthalenyl)-ethyl ketone